(3,4-Dimethoxyphenyl)-[4-(3-phenylpropyl)-1-piperidyl]methanone COC=1C=C(C=CC1OC)C(=O)N1CCC(CC1)CCCC1=CC=CC=C1